C(#N)[C@@]1(CC12CC2)C=2C=C1C=C(N=CC1=CC2)N2CC(=CC=C2)C2CC2 N-(6-((R)-1-cyanospiro[2.2]pentan-1-yl)isoquinolin-3-yl)-2-(pyridin-3-yl)cyclopropane